FC(CO)(COC)F 2,2-difluoro-3-methoxypropan-1-ol